(1R,2R,4S,5S,6R,7R)-N-(6-methoxypyridin-3-yl)-7-(6-methylpyridin-3-yl)-8-oxatricyclo[3.2.1.02,4]octane-6-carboxamide COC1=CC=C(C=N1)NC(=O)[C@H]1[C@@H]2[C@H]3C[C@H]3[C@H]([C@H]1C=1C=NC(=CC1)C)O2